BrC=1C(=CC=C2N=CC(=NC12)C=1C=NN(C1)CC1CC(C1)(F)F)OC=1C=CC2=C(N(C(=N2)C)COCC[Si](C)(C)C)C1 8-Bromo-2-(1-((3,3-difluorocyclobutyl)methyl)-1H-pyrazol-4-yl)-7-((2-methyl-1-((2-(trimethylsilyl)ethoxy)methyl)-1H-benzo[d]imidazol-6-yl)oxy)quinoxaline